3-(6-methoxypyridin-3-yl)-5-(1-(oxetan-3-yl)-1H-pyrazol-3-yl)-1H-pyrrolo[2,3-b]pyridine COC1=CC=C(C=N1)C1=CNC2=NC=C(C=C21)C2=NN(C=C2)C2COC2